5-benzyl-N-(1-methyl-2-oxo-1,2,3,4,5,10-hexahydro-8H-thieno[3',4':3,4]pyrazolo[1,5-a][1,3]diazepin-3-yl)-4H-1,2,4-triazole-3-carboxamide C(C1=CC=CC=C1)C=1NC(=NN1)C(=O)NC1C(N(C=2N(CC1)N=C1C2CSC1)C)=O